Cl.COC=1C=C2C(=CN1)N(CC2(C)C)C(CN2[C@H](CN[C@@H](C2)C)COC)=O 1-(5-Methoxy-3,3-dimethyl-2,3-dihydro-pyrrolo[2,3-c]pyridin-1-yl)-2-((2R,5R)-2-methoxymethyl-5-methyl-piperazin-1-yl)-ethanone hydrochloride salt